4-chloro-7-methyl-imidazo[4,5-c]pyridazine ClC=1C2=C(N=NC1)N(C=N2)C